ClC=1C=C2C=C(C(=CC2=CC1)OB(O)O)SC (6-chloro-3-(methylthio)naphthalen-2-yl)boric acid